BrC1=CC(=CC=C1)C(COC)(F)F 1-bromo-3-(1,1-difluoro-2-methoxyethyl)benzene